OC1=C(C(=CC(=C1)C(F)(F)F)C)C1=CC(=C(N=N1)N[C@H]1C(N(CCC1)C)=O)C (R)-3-((6-(2-hydroxy-6-methyl-4-(trifluoromethyl)phenyl)-4-methylpyridazin-3-yl)amino)-1-methylpiperidin-2-one